4-(cyclopropyl(4-(5,6,7,8-tetrahydro-1,8-naphthyridin-2-yl)butyl)amino)-2-((2-(trifluoromethyl)pyrimidin-4-yl)amino)butanoic acid C1(CC1)N(CCC(C(=O)O)NC1=NC(=NC=C1)C(F)(F)F)CCCCC1=NC=2NCCCC2C=C1